O1C(CC1)CN1C=NC=2C1=NC=C(C2)C#N 3-(oxaCyclobutan-2-ylmethyl)-3H-imidazo[4,5-b]Pyridine-6-carbonitrile